(2S,4R)-1-(2-[3-[(5-amino-3,3-difluoropentyl)oxy]-1,2-oxazol-5-yl]-3-methylbutanoyl)-4-hydroxy-N-[[4-(4-methyl-1,3-thiazol-5-yl)phenyl]methyl]pyrrolidine-2-carboxamide NCCC(CCOC1=NOC(=C1)C(C(=O)N1[C@@H](C[C@H](C1)O)C(=O)NCC1=CC=C(C=C1)C1=C(N=CS1)C)C(C)C)(F)F